tert-butyl 5-(2-(tert-butoxycarbonyl)-5-(4-((1-phenyl-2-azaspiro[3.4]octan-2-yl)methyl)piperidin-1-yl)phenoxy)-1H-pyrrolo[2,3-b]pyridine-1-carboxylate C(C)(C)(C)OC(=O)C1=C(OC=2C=C3C(=NC2)N(C=C3)C(=O)OC(C)(C)C)C=C(C=C1)N1CCC(CC1)CN1C(C3(C1)CCCC3)C3=CC=CC=C3